ethyl 9-[4-(dimethylamino)-N-{8-oxo-8-[(3-pentyloctyl)oxy]-octyl}butanamido]-2,2-difluorononadecanoate CN(CCCC(=O)N(CCCCCCCC(OCCC(CCCCC)CCCCC)=O)C(CCCCCCC(C(=O)OCC)(F)F)CCCCCCCCCC)C